C(CCC)(=O)SCCNC(CCNC([C@@H](C(COP(OP(OC[C@@H]1[C@H]([C@H]([C@@H](O1)N1C=NC=2C(N)=NC=NC12)O)OP(=O)(O)O)(=O)O)(=O)O)(C)C)O)=O)=O butanoyl-coenzyme A